(2R)-2-(5-fluoro-2-methoxypyridin-4-yl)-1-{(2S)-7-methyl-6-[2-methyl-1-(trifluoromethyl)-1H-imidazol-4-yl]-3,4-dihydro-1H-spiro[1,8-naphthyridine-2,3'-pyrrolidin]-1'-yl}propan-1-one FC=1C(=CC(=NC1)OC)[C@H](C(=O)N1C[C@]2(CC1)NC1=NC(=C(C=C1CC2)C=2N=C(N(C2)C(F)(F)F)C)C)C